4-((2-(N-methylmethylsulfonamido)phenyl)amino)pyrimidine CN(S(=O)(=O)C)C1=C(C=CC=C1)NC1=NC=NC=C1